Methyl (2R)-3-[3-[(1R)-1-[5-[4-[(4-bromo-6-fluoro-1H-indol-5-yl)oxy]-2-pyridyl]-1-methyl-1,2,4-triazol-3-yl]-1,5,5-trimethyl-6-vinylsulfonyl-hexyl]phenyl]-2-methyl-propanoate BrC1=C2C=CNC2=CC(=C1OC1=CC(=NC=C1)C1=NC(=NN1C)[C@@](CCCC(CS(=O)(=O)C=C)(C)C)(C)C=1C=C(C=CC1)C[C@H](C(=O)OC)C)F